FC(CN1N=C2C(N(C(N([C@@H]2C)C2CCN(CC2)C2=C(C=CC=C2C)F)=O)CC2=C(C=CC=C2)C(F)(F)F)=C1)(C)F (R)-2-(2,2-Difluoro-propyl)-6-[1-(2-fluoro-6-methyl-phenyl)-piperidin-4-yl]-7-methyl-4-(2-trifluoromethyl-benzyl)-2,4,6,7-tetrahydro-pyrazolo[4,3-d]pyrimidin-5-on